BrC1=CC(=C(CN2C(OCC=3C=NC=4C=C(C=CC4C32)OC)=O)C(=C1)F)F 1-(4-bromo-2,6-difluorobenzyl)-8-methoxy-1,4-dihydro-2H-[1,3]oxazino[5,4-c]quinolin-2-one